(S)-6-((1-(2-fluoro-5-methylphenyl)ethyl)amino)-3-(tetrahydro-2H-pyran-4-yl)-1,3,5-triazine FC1=C(C=C(C=C1)C)[C@H](C)NC=1N=CN(CN1)C1CCOCC1